CN1C(CN(CC1)C=1N=NC(=CN1)C1=C(C=C(C=C1)C=1C=NNC1)O)C(C)C 2-{3-[4-methyl-3-(propan-2-yl)piperazin-1-yl]-1,2,4-triazin-6-yl}-5-(1H-pyrazol-4-yl)phenol